NCC(CN1N=CN(C1=O)C=1C=NC(=CC1C)Br)=C(F)F 2-[2-(aminomethyl)-3,3-difluoro-allyl]-4-(6-bromo-4-methyl-3-pyridinyl)-1,2,4-triazol-3-one